N1(N=CC=C1)C1=CC=C(C=O)C=C1 4-(1H-PYRAZOL-1-YL)BENZALDEHYDE